2,6-Dimethyl-N-(trifluoromethyl)aniline CC1=C(NC(F)(F)F)C(=CC=C1)C